4-(5-(3,5-dichloro-4-fluorophenyl)-5-(trifluoromethyl)-4,5-dihydroisoxazol-3-yl)-2-methyl-N-(3-methyl-1H-1,2,4-triazol-5-yl)benzoylAmine ClC=1C=C(C=C(C1F)Cl)C1(CC(=NO1)C1=CC(=C(C(=O)NC2=NC(=NN2)C)C=C1)C)C(F)(F)F